3-(3-(((1S,2r)-1-amino-2-ethylcyclopentyl)methoxy)-4-cyano-5-(methylthio)phenyl)imidazo[1,2-a]pyridine-5-carbonitrile N[C@@]1([C@@H](CCC1)CC)COC=1C=C(C=C(C1C#N)SC)C1=CN=C2N1C(=CC=C2)C#N